(R)-2-(6-isopropylpyridin-3-yl)-N-(1-(1-(2,2,2-trifluoroethyl)-1H-pyrazolo[3,4-c]pyridin-5-yl)ethyl)acetamide C(C)(C)C1=CC=C(C=N1)CC(=O)N[C@H](C)C=1C=C2C(=CN1)N(N=C2)CC(F)(F)F